(3-fluorophenyl)-3-methyl-but-2-enamide FC=1C=C(C=CC1)C(C(=O)N)=C(C)C